N-(5-fluoro-4'-((4-(methoxy-d3)-6-(methylsulfonyl)pyridine-2-yl)amino)-[2,3'-bipyridin]-6'-yl)acetamide FC=1C=CC(=NC1)C=1C=NC(=CC1NC1=NC(=CC(=C1)OC([2H])([2H])[2H])S(=O)(=O)C)NC(C)=O